N-((1H-Indazol-5-yl)methyl)-N-methyl-1-(naphthalen-1-yl)cyclopropaneamine N1N=CC2=CC(=CC=C12)CN(C1(CC1)C1=CC=CC2=CC=CC=C12)C